FC=1C=C(NC2=NC=C(C(=N2)N[C@H](CO)C2=CC=CC=C2)C2=NC=NO2)C=CC1S(=O)(=O)C (2S)-2-[[2-(3-fluoro-4-methylsulfonyl-anilino)-5-(1,2,4-oxadiazol-5-yl)pyrimidin-4-yl]amino]-2-phenyl-ethanol